C(CCCCCCCCCCC)(=O)O.CN1C=NC=C1 3-methylimidazole laurate